9-(2-aminopropyl)-N2-tert-butyl-N8-(3-chloro-5-(trifluoromethyl)phenyl)-9H-purine-2,8-diamine NC(CN1C2=NC(=NC=C2N=C1NC1=CC(=CC(=C1)C(F)(F)F)Cl)NC(C)(C)C)C